tert-butyl L-glutaminate N[C@@H](CCC(N)=O)C(=O)OC(C)(C)C